4-[5-[3-(2H-tetrazol-5-yl)phenyl]-1,3-thiazol-2-yl]morpholine N=1NN=NC1C=1C=C(C=CC1)C1=CN=C(S1)N1CCOCC1